ClC1=CC=C(C=C1)C1=NNC(=C1)C1=CC=C(C=C1)OC 3-(4-Chlorophenyl)-5-(4-methoxyphenyl)-1H-pyrazole